C(C)(=O)NCCN1N=CC2=CC(=C(C=C12)C=1C=2C=NN(C2C=CC1)CC(=O)NCC(=O)NCC(=O)OC)F methyl 2-(2-{2-[1'-(2-acetamidoethyl)-5'-fluoro-[4,6'-biindazol]-1-yl]acetamido}acetamido)acetate